C1(CC1)N(C(C(=O)O)CC)C(NC1=CC=CC=C1)=O N-cyclopropyl-2-[(phenylcarbamoyl)amino]butanoic acid